C1(CC1)NC1=NC=NC2=C1OC=1N=NC(=C(C12)C)C N-cyclopropyl-3,4-dimethyl-pyrimido[4',5':4,5]furo[2,3-c]pyridazin-8-amine